sulfur (selenophosphate) P(=[Se])([O-])([O-])[O-].[S+2].P(=[Se])([O-])([O-])[O-].[S+2].[S+2]